C(=O)OC1=CC2=CC=CC=C2C=C1C=1N=C2N(C=CC(=N2)C=2CC(NC(C2)(C)C)(C)C)C1 3-(7-(2,2,6,6-tetramethyl-1,2,3,6-tetrahydropyridin-4-yl)imidazo[1,2-a]pyrimidin-2-yl)naphthalen-2-ol formate